O[C@@H](COC=1C=C(CN2C(C(=CC(=C2)C(=O)N[C@@H]2[C@H](C2)C)C(=O)NC)=O)C=CC1)C 1-(3-((R)-2-hydroxypropoxy)benzyl)-N3-methyl-N5-((1s,2s)-2-methylcyclopropyl)-2-oxo-1,2-dihydropyridine-3,5-dicarboxamide